2,5-dimethyl-P-phenylenediamine CC1=CC(=C(C=C1N)C)N